FC1=C(N)C(=CC(=C1)C=1N=NN(C1)CC1=CC=C(C=C1)OC)F 2,6-difluoro-4-(1-(4-methoxybenzyl)-1H-1,2,3-triazol-4-yl)aniline